cetyl-bishydroxyethyl-methyl-ammonium chloride [Cl-].C(CCCCCCCCCCCCCCC)[N+](C)(CCO)CCO